5-(3-pyridinyl)-N-[4-(trifluoromethoxy)phenyl]pyridine-3-carboxamide N1=CC(=CC=C1)C=1C=C(C=NC1)C(=O)NC1=CC=C(C=C1)OC(F)(F)F